2-decynic acid C(C#CCCCCCCC)(=O)O